BrC1=C2C=C(C(NC2=CC(=C1)C)=O)C1=CC=C(C=C1)N1CCN(CC1)C 5-bromo-7-methyl-3-(4-(4-methylpiperazin-1-yl)phenyl)quinolin-2(1H)-one